N7-((3S,4R)-3-fluoro-1-methylpiperidin-4-yl)-2-(3-((2-methoxy-4-(methylsulfonyl)phenyl)amino)prop-1-yn-1-yl)-3-vinyl-2H-indazole-5,7-diamine F[C@H]1CN(CC[C@H]1NC1=CC(=CC2=C(N(N=C12)C#CCNC1=C(C=C(C=C1)S(=O)(=O)C)OC)C=C)N)C